(S)-2-amino-3-phenyl-1-propanolate N[C@H](C[O-])CC1=CC=CC=C1